N-[(1R,3S)-3-{[6-chloro-2-(trifluoromethyl)quinolin-4-yl]amino}cyclohexyl]-[1,2,4]triazolo[4,3-a]pyridine-7-carboxamide ClC=1C=C2C(=CC(=NC2=CC1)C(F)(F)F)N[C@@H]1C[C@@H](CCC1)NC(=O)C1=CC=2N(C=C1)C=NN2